BrC1=C(C=C(C(=O)N2CC=3NC(N(C(C3C[C@H]2C)=O)C=2C=C3C(=NC2)N(C=N3)C)=S)C=C1)C(F)(F)F (R)-7-(4-bromo-3-(trifluoromethyl)benzoyl)-6-methyl-3-(3-methyl-3H-imidazo[4,5-b]pyridin-6-yl)-2-thioxo-2,3,5,6,7,8-hexahydropyrido[3,4-d]pyrimidin-4(1H)-one